C(CCCCCCCCCCCCCCCCC)NC1=NC(=NC(=N1)S)S 6-stearylamino-1,3,5-triazine-2,4-dithiol